C1(=CC=CC=C1)NC(=O)C=1OC=CC1 N-phenylfuran-2-carboxamide